Dimethyl 3,3'-(5-bromo-4-methoxy-2-oxo-2,3-dihydro-1H-pyrrolo[2,3-b]pyridine-3,3-diyl)dipropionate BrC=1C(=C2C(=NC1)NC(C2(CCC(=O)OC)CCC(=O)OC)=O)OC